S1C=NC2=C1C=CC(=C2)CN(C(=O)[C@@H]2[C@@H]1C[C@@H]1CN2S(=O)(=O)C2=CC=C(C)C=C2)C2CCC(CC2)(F)F |o1:13,14,16| (1R*,2S*,5S*)-3-(Toluene-4-sulfonyl)-3-azabicyclo[3.1.0]hexane-2-carboxylic acid benzothiazol-5-ylmethyl-(4,4-difluoro-cyclohexyl)-amide